N-(7-ethyl-1-hydroxy-1,3-dihydrobenzo[c][1,2]oxaborole-5-yl)-1,1,1-trifluoro-N-(5-methyl-4-(pent-3-ylamino)pyrimidin-2-yl)methanesulfonamide C(C)C1=CC(=CC2=C1B(OC2)O)N(S(=O)(=O)C(F)(F)F)C2=NC=C(C(=N2)NC(CC)CC)C